ClC1=C(C=CC=C1)[C@H]1CC[C@H](N1C(=O)C1=CC=C(C=C1)C1=C(C=CC=C1)CC)C(=O)O (2S,5R)-5-(2-chlorophenyl)-1-(2'-ethyl-[1,1'-biphenyl]-4-carbonyl)pyrrolidine-2-carboxylic acid